C(C)(C)O[Si](CC(C)OCC1CO1)(CC(C)OCC1CO1)OC(C)C diisopropoxy-bis(2-glycidyloxypropyl)silane